C(#N)C=1C=C(C=CC1)C=1N=C(SC1C1=CC(=NC(=C1)C)C)NC(=O)N1CCNCC1 N-[4-(3-cyanophenyl)-5-(2,6-dimethyl-4-pyridyl)thiazol-2-yl]piperazine-1-carboxamide